C(C)OC1=NC=C(C=C1)F 2-ethoxy-5-fluoro-pyridine